n-tridecyl-cycloheptane C(CCCCCCCCCCCC)C1CCCCCC1